(S)-N',N'-dimethyl-6-oxo-6-(prop-2-yn-1-ylamino)hexane-1,5-diaminium di(trifluoroacetate) FC(C(=O)[O-])(F)F.FC(C(=O)[O-])(F)F.C[NH+]([C@@H](CCCC[NH3+])C(NCC#C)=O)C